6-(7-((3-fluoro-1-piperidinyl)carbonyl)-2-quinoxalinyl)-2-methyl-1(2H)-isoquinolinone FC1CN(CCC1)C(=O)C1=CC=C2N=CC(=NC2=C1)C=1C=C2C=CN(C(C2=CC1)=O)C